FCCN1C(C2CCC(C1)N2C=2N=CC1=C(N2)C(=NN1)C=1C=NN(C1)C)=O 3-(2-Fluoroethyl)-8-(3-(1-methyl-1H-pyrazol-4-yl)-1H-pyrazolo[4,3-d]pyrimidin-5-yl)-3,8-diazabicyclo[3.2.1]octan-2-one